4-(BUT-3-YN-1-YLOXY)BENZALDEHYDE C(CC#C)OC1=CC=C(C=O)C=C1